(2R)-2-AMINO-2-(6-FORMYL(3-PYRIDYL))ACETIC ACID N[C@@H](C(=O)O)C=1C=NC(=CC1)C=O